C1(C(CC(C1)C(=O)O)C(=O)O)C(=O)O 1,2,4-cyclopentanetricarboxylic acid